FC1=CC=C(C=C1)NCC1=NN=C(O1)C=1C(=NC=CC1)OC (5-{[(4-fluorophenyl)amino]methyl}-1,3,4-oxadiazol-2-yl)-2-methoxypyridine